1-(4-(2-morpholinoethoxy)phenyl)imidazolin-2-one O1CCN(CC1)CCOC1=CC=C(C=C1)N1C(NCC1)=O